((1S,4aS,5R,7aS)-8-oxo-1,4a,5,7a-tetrahydro-1,5-(epoxymethano)cyclopenta[c]pyran-3-yl)methyl [1,1'-biphenyl]-4-carboxylate C1(=CC=C(C=C1)C(=O)OCC1=C[C@H]2[C@H]3[C@@H](O1)OC([C@@H]2C=C3)=O)C3=CC=CC=C3